C(C)(=O)C1=NN(C2=CC=C(C=C12)C(=O)N=[N+]=[N-])CC(=O)N(C(C)C)CC(=O)NCC1=C(C(=CC=C1)Cl)F 3-acetyl-1-(2-((2-(3-chloro-2-fluorophenylmethylamino)-2-oxoethyl)(isopropyl)amino)-2-oxoethyl)-1H-indazol-5-carbonyl azide